FC1=C(CNC(=O)C=2C(C(=C3N(N4[C@@H](C[C@@H]([C@@H](CN(C3=O)C4)OC)OC)C)C2)O)=O)C=CC(=C1)F (1S,2R,4S,5R)-N-(2,4-difluorobenzyl)-9-hydroxy-4,5-dimethoxy-2-methyl-8,10-dioxo-3,4,5,6,8,10-hexahydro-2H-1,7-methanopyrido[1,2-b][1,2,5]triazecine-11-carboxamide